OC(CNC(=O)C1=CN=C2N1C=C(C=C2)C=2C(=NC=CC2)C2=CC(=C(C=C2)F)C)CO N-(2,3-Dihydroxypropyl)-6-(2-(4-fluoro-3-methylphenyl)pyridin-3-yl)imidazo[1,2-a]pyridine-3-carboxamide